(1R,2S)-1-(5-chloropyrimidin-2-yl)-N-(5-((1r,3S)-3-(difluoromethoxy)cyclobutyl)-4-(4,6-dimethoxypyrimidin-5-yl)-4H-1,2,4-triazol-3-yl)-1-methoxypropane-2-sulfonamide ClC=1C=NC(=NC1)[C@H]([C@H](C)S(=O)(=O)NC1=NN=C(N1C=1C(=NC=NC1OC)OC)C1CC(C1)OC(F)F)OC